C1(CC1)N1CCC(CC1)C1=NC=2C(=NC=CC2C2CCN(CC2)C(=O)C2=CC=C(C=C2)OC(F)(F)F)N1 [4-[2-(1-cyclopropyl-4-piperidyl)-3H-imidazo[4,5-b]pyridin-7-yl]-1-piperidyl]-[4-(trifluoromethoxy)phenyl]methanone